C1=CC(=C(C#N)C#N)C=CC1=C(C#N)C#N The molecule is a quinodimethane that is p-quinodimethane in which the methylidene hydrogens are replaced by cyano groups. It is an alicyclic compound, a nitrile and a quinodimethane. It derives from a p-quinodimethane.